ClC1=NC=C(C(=N1)C1=CC2=C(N=C3N2C(CC3)(C)C)C(=C1)F)F 7-(2-chloro-5-fluoropyrimidin-4-yl)-5-fluoro-1,1-dimethyl-2,3-dihydro-1H-benzo[d]pyrrolo[1,2-a]imidazole